C1(CC1)C1([C@H](N(ON1)[C@@H](C1CCC(CC1)(F)F)C=1OC2=C(N1)C=C(C=C2)C(NC(CCC(F)(F)F)=O)C2CC2)C(=O)O)C2CC2 |o1:4| 4-(S or R)-cyclopropyl-N-((1S)-(5-(cyclopropyl(4,4,4-trifluorobutanamido)-methyl)benzo[d]oxazol-2-yl)(4,4-difluorocyclohexyl)methyl)-4-cyclopropyl-1,2,5-oxadiazole-3-carboxylic acid